C(=O)(O)C(C(=O)O)N[C@@H](CCC(N)=O)C(=O)[O-].[Na+] Sodium dicarboxymethylglutaminate